C(#N)C1=C(C=C(N)C=C1)C(F)(F)F 4-cyano-3-trifluoromethyl-aniline